C(C)(C)(C)OC(=O)N1C(CCCC1)CC(=O)OC (2-methoxy-2-oxoethyl)piperidine-1-carboxylic acid tert-butyl ester